3-((5-fluoro-7-methyl-1H-indol-6-yl)amino)-propanoic acid FC=1C=C2C=CNC2=C(C1NCCC(=O)O)C